C(#N)C1=CC=C(C=C1)C1=NC(=NC=C1OC)NC1=CC=C(C(=O)NC2=C(C=CC(=C2)CN2CCN(CC2)C)C)C=C1 4-[4-(4-cyano-phenyl)-5-methoxy-pyrimidin-2-ylamino]-N-[2-methyl-5-(4-methyl-piperazin-1-ylmethyl)-phenyl]-benzamide